4-((3-(2,6-dioxopiperidin-3-yl)-1-methyl-1H-indazol-6-yl)oxy)piperidin O=C1NC(CCC1C1=NN(C2=CC(=CC=C12)OC1CCNCC1)C)=O